(5RS)-5-(2,4-dimethylbenzyl)-3-{2-methyl-5-[3-(trifluoro-methyl)phenoxy]pyrimidin-4-yl}-5,6-dihydro-4H-1,2,4-oxadiazine CC1=C(C[C@H]2NC(=NOC2)C2=NC(=NC=C2OC2=CC(=CC=C2)C(F)(F)F)C)C=CC(=C1)C |r|